NC1(CCN(CC1)CC1=C(C=C(C(=C1)Cl)Cl)O)CN 2-((4-amino-4-(aminomethyl)piperidin-1-yl)methyl)-4,5-dichlorophenol